(E)-triphenyl-2-fluorostyrene C1(=CC=CC=C1)C(=C(C1=CC=CC=C1)C1=CC=CC=C1)C1=C(C=CC=C1)F